ClC1=CC=C2C(=CNC2=C1C=1N=NC=CC1)S(=O)(=O)Cl 6-chloro-7-(pyridazin-3-yl)-1H-indole-3-sulfonyl chloride